ClC=1C=NC=C(C1CN1N=CC(=C1)C=1C(=NOC1C=1OC=CC1)C(=O)N)Cl (1-((3,5-dichloropyridin-4-yl)methyl)-1H-pyrazol-4-yl)-5-(furan-2-yl)isoxazole-3-carboxamide